C(C)(C)(C)OC(NC1=CC=C(C=C1)CN1C(=CC=2C(CCCC12)=O)CC)=O tert-butyl(4-((2-ethyl-4-oxo-4,5,6,7-tetrahydro-1H-indol-1-yl)methyl)phenyl)carbamate